5-phenylthiazole-2-carboxylic acid C1(=CC=CC=C1)C1=CN=C(S1)C(=O)O